C(C)[N+]1=CC(=CC=C1)CC 1,3-diethylpyridinium